C1=CC(=C(C=C1CC2=CC(=C(C=C2)O)C(=O)O)C(=O)O)O 3,4'-dihydroxydiphenylmethane